NC=1C(=NC(=CN1)C1=CC=C(C=C1)S(=O)(=O)C)C(=O)NC1=CC=CC=C1 3-Amino-6-(4-(methylsulfonyl)phenyl)-N-phenylpyrazine-2-carboxamide